(+/-)-[2-(3,5-difluoro-4-{[3-(3,3,3-trifluoropropyl)-1H-pyrrolo[2,3-b]pyridin-4-yl]oxy}anilino)-5-fluoro-5,6-dihydro-4H-1,3-oxazin-5-yl]methanol FC=1C=C(NC=2OC[C@](CN2)(F)CO)C=C(C1OC1=C2C(=NC=C1)NC=C2CCC(F)(F)F)F |r|